N-(4-(2-(((1r,4r)-4-(dimethylamino)cyclohexyl)amino)-8-isopropyl-7-oxo-7,8-dihydropteridin-6-yl)-2,3,6-trifluorophenyl)-1-(4-fluorophenyl)-methanesulfonamide hydrochloride Cl.CN(C1CCC(CC1)NC1=NC=2N(C(C(=NC2C=N1)C1=C(C(=C(C(=C1)F)NS(=O)(=O)CC1=CC=C(C=C1)F)F)F)=O)C(C)C)C